ClC=1C=C(C=CC1)CS(=O)(=O)NC1=C(C(=C(C=C1)OC1=NC=CC=C1C1=NC(=NC=C1)N[C@@H]1CNCCC1)F)F (S)-1-(3-chlorophenyl)-N-(2,3-difluoro-4-((3-(2-(piperidin-3-ylamino)pyrimidin-4-yl)pyridin-2-yl)oxy)phenyl)methanesulfonamide